OC12CCC(CC1)(C2)NC(=O)C2=NC=CN=C2 N-(4-hydroxybicyclo[2.2.1]Hept-1-yl)pyrazine-2-carboxamide